Cl.NC[C@H]1CCC(N1)=O (5R)-5-(aminomethyl)pyrrolidin-2-one HCl